O1CCN(CC1)CCOC1=CC=C(O[C@@H]2CN(CC2)C(=O)OC(C)(C)C)C=C1 tert-butyl (S)-3-(4-(2-morpholinoethoxy)phenoxy)pyrrolidine-1-carboxylate